OC1(CCC(CC1)NC(OC(C)(C)C)=O)C(C(F)(F)F)(F)F tert-butyl (4-hydroxy-4-(perfluoroethyl)cyclohexyl)carbamate